C(C)(C)(C)OC(=O)N1C2(CC2)C[C@@H](CC1)C1=CN2C(=NC(=CC2=O)OS(=O)(=O)C2=CC=C(C)C=C2)S1 (7R)-7-[5-oxo-7-(p-toluenesulfonyloxy)thiazolo[3,2-a]pyrimidin-2-yl]-4-azaspiro[2.5]octane-4-carboxylic acid tert-butyl ester